ClC=1C=CC2=C(N=C(S2)C2CC3(CC(C3)NC(C3=CC(=CC=C3)S(N)(=O)=O)=O)C2)C1 N-[6-(5-chloro-1,3-benzothiazol-2-yl)spiro[3.3]heptan-2-yl]-3-sulfamoyl-benzamide